((3aS,4R,6S,6aS)-6-(4-aminopyrrolo[2,1-f][1,2,4]triazin-7-yl)-4-cyano-2,2-dimethyltetrahydrofuro[3,4-d][1,3]dioxol-4-yl)methyl (tert-butoxycarbonyl)-L-valinate C(C)(C)(C)OC(=O)N[C@@H](C(C)C)C(=O)OC[C@]1(O[C@H]([C@@H]2OC(O[C@@H]21)(C)C)C2=CC=C1C(=NC=NN12)N)C#N